[Br-].C(CCC)N1C=[NH+]C=C1 1-butyl-1H-imidazol-3-ium bromide